5-(3-(2-(2-methylpyridin-4-yl)ethynyl)phenoxy)-1H-1,2,3-triazole-4-carboxylic acid CC1=NC=CC(=C1)C#CC=1C=C(OC2=C(N=NN2)C(=O)O)C=CC1